methyl 6-ethoxyimidazo[1,5-a]pyridine-5-carboxylate C(C)OC=1C=CC=2N(C1C(=O)OC)C=NC2